tert-butyl (R)-3-(2'-ethoxy-5-((2-(4-fluoro-2-(trifluoromethyl)phenyl)-2-azaspiro[3.3]heptan-6-yl)oxy)-[2,3'-bipyridine]-6-carboxamido)pyrrolidine-1-carboxylate C(C)OC1=NC=CC=C1C1=NC(=C(C=C1)OC1CC2(CN(C2)C2=C(C=C(C=C2)F)C(F)(F)F)C1)C(=O)N[C@H]1CN(CC1)C(=O)OC(C)(C)C